C(#N)/C(/C(=O)NC=1C=NC=CC1)=C(\C=1C=NOC1C)/O (Z)-2-cyano-3-hydroxy-3-(5-methylisoxazol-4-yl)-N-(3-pyridinyl)prop-2-enamide